Cl.CC1=C(C(=C2C(=N1)CNC2)C)C#N 2,4-dimethyl-6,7-dihydro-5H-pyrrolo[3,4-b]pyridine-3-carbonitrile hydrochloride salt